(S)-3-amino-7-((2-fluoropyridin-4-yl)methoxy)-5-methyl-2,3-dihydrobenzo[b][1,4]oxazepin-4(5H)-one hydrochloride Cl.N[C@@H]1C(N(C2=C(OC1)C=CC(=C2)OCC2=CC(=NC=C2)F)C)=O